2,5-dimethylthiazolo[3',2':1,2]pyrrolo[3,4-d]pyridazin-6(7H)-one CC1=CN2C(=C3C=NNC(C3=C2C)=O)S1